[Mn].C1(=CC=CC=C1)C=1C2=CC=C(N2)C(=C2C=CC(C(=C3C=CC(=C(C=4C=CC1N4)C4=CC=CC=C4)N3)C3=CC=CC=C3)=N2)C2=CC=CC=C2 5,10,15,20-tetraphenyl-21H,23H-porphyrin manganese